N1(N=CN=C1)CCCOC1=CC=C(OCC(CNC(C)C)O)C=C1 (4-(3-(1H-1,2,4-triazol-1-yl)propoxy)phenoxy)-3-(isopropylamino)propan-2-ol